C(C1=CC=CC=C1)N1CC(CC(C1)C=1C=NN(C1)C1=CC=C(C=C1)OCC#C)OC1=CC(=CC=C1)[N+](=O)[O-] 1-benzyl-3-(3-nitrophenoxy)-5-(1-(4-(prop-2-yn-1-yloxy)phenyl)-1H-pyrazol-4-yl)piperidine